(Z)-3-bromo-3-(p-methylsulfonylphenyl)acrolein Br\C(=C/C=O)\C1=CC=C(C=C1)S(=O)(=O)C